S1C=C(C=C1)S(=O)(=O)N1CC(OCC1)C1=C(SC2=C1C=CC=C2)C(=O)N [4-(3-thienylsulfonyl)morpholin-2-yl]benzothiophene-2-carboxamide